CC1=CC=C(C=C1)S(=O)(=O)OC1=C(C=CC=C1C1=C(C=CC2=CC=CC=C12)C)OC (-)-(R)-2-Methoxy-6-(2-methylnaphthalen-1-yl)phenyl 4-methylbenzenesulfonate